[(7R,9aR)-7-(4-chlorophenyl)-1,3,4,6,7,8,9,9a-octahydropyrido[1,2-a]pyrazin-2-yl]-(2,4-dimethyl-1,3-benzothiazol-5-yl)methanone ClC1=CC=C(C=C1)[C@H]1CC[C@H]2N(CCN(C2)C(=O)C=2C=CC3=C(N=C(S3)C)C2C)C1